CC1(OC=2C=C(C=CC2C=2C1=NC(=NC2)NC2=CC1=C(OCCN1C(=O)N(C)C)N=C2)N2N=NC=C2C)C 7-{[5,5-dimethyl-8-(5-methyl-1H-1,2,3-triazol-1-yl)-5H-chromeno[3,4-d]pyrimidin-3-yl]amino}-N,N-dimethyl-1H,2H,3H-pyrido[2,3-b][1,4]oxazine-1-carboxamide